FC(=CC1=CC=CC=C1)[N+](=O)[O-] (2-fluoro-2-nitrovinyl)benzene